C1(=CC=C(C=C1)C=1C=CC2=C(C1)C=1N=CN=C(C1O2)C=2C=C(C=CC2)C2=CC(=CC=C2)C2=CC=CC1=C2SC2=C1C=CC=C2)C2=CC=CC=C2 8-(1,1'-biphenyl-4-yl)-4-[3'-(dibenzothiophen-4-yl)biphenyl-3-yl]-[1]benzofuro[3,2-d]pyrimidine